4-[[7-[(5-ethyl-1H-pyrazol-3-yl)amino]-1,6-naphthyridin-5-yl]amino]adamantan-1-ol C(C)C1=CC(=NN1)NC1=NC(=C2C=CC=NC2=C1)NC1C2CC3(CC(CC1C3)C2)O